4-ethyl-N-[4-[2-(4-morpholinyl)-4-oxo-4H-1-benzopyran-8-yl]-1-dibenzothiophenyl]-1-piperazineacetamide C(C)N1CCN(CC1)CC(=O)NC1=CC=C(C=2SC3=C(C21)C=CC=C3)C3=CC=CC=2C(C=C(OC23)N2CCOCC2)=O